N-(4-(((R)-1-hydroxy-4-methylpent-2-yl)amino)-6-((S)-2-(6-methoxy-4-methylpyridin-3-yl)propyl)-1,3,5-triazin-2-yl)methanesulfonamide OC[C@@H](CC(C)C)NC1=NC(=NC(=N1)C[C@H](C)C=1C=NC(=CC1C)OC)NS(=O)(=O)C